N-((6,7,8,9-tetrahydro-5H-[1,2,4]triazolo[4,3-a]azepin-3-yl)methyl)cyclopentanamine N=1N=C(N2C1CCCCC2)CNC2CCCC2